copper-boron [B].[Cu]